COC(NC)=O methyl-N-methyl-carbamate